(S)-N-(5-fluoro-2-methoxypyridin-4-yl)-N,7'-dimethyl-6'-(pyrimidin-2-yl)-3',4'-dihydro-1'H-spiro[pyrrolidine-3,2'-[1,8]naphthyridine]-1-thiocarboxamide FC=1C(=CC(=NC1)OC)N(C(=S)N1C[C@@]2(NC3=NC(=C(C=C3CC2)C2=NC=CC=N2)C)CC1)C